3-chloro-2,4-dimethyl-6,7-dihydro-5H-pyrrolo[3,4-b]pyridine hydrochloride salt Cl.ClC=1C(=C2C(=NC1C)CNC2)C